C1CCCCCCCCC1 Cyclodecan